BrC=1C(N(C(=CC1OCC1=NC(=CC=C1)F)C)C1=CC(=NC=C1C)C1=NC(=CC=C1)C(C)(C)O)=O (M)-3-bromo-4-((6-fluoropyridin-2-yl)methoxy)-6''-(2-hydroxypropan-2-yl)-5',6-dimethyl-2H-[1,4':2',2''-terpyridin]-2-one